1,3,5,2,4,6-trioxatriborinane O1BOBOB1